F[C@@]1([C@@H](CN(C1)C1=NO[C@@H](C1)C1=NC=C(C=C1C1=C(C=C(C=C1F)F)F)C)NS(=O)(=O)C)C N-[(3R,4S)-4-fluoro-4-methyl-1-{(5S)-5-[5-methyl-3-(2,4,6-trifluorophenyl)pyridin-2-yl]-4,5-dihydro-1,2-oxazol-3-yl}pyrrolidin-3-yl]methanesulfonamide